BrC1=C(C(=C(NC(C(=O)OC)C(C)O)C=C1)[N+](=O)[O-])F methyl 2-(4-bromo-3-fluoro-2-nitro-anilino)-3-hydroxy-butanoate